Phenethyl ((S)-1-(((S)-4-methyl-1-oxo-1-(((S)-1-oxo-3-((S)-2-oxopyrrolidin-3-yl)propan-2-yl)amino)pentan-2-yl)amino)-3-(naphthalen-1-yl)-1-oxopropan-2-yl)carbamate CC(C[C@@H](C(N[C@H](C=O)C[C@H]1C(NCC1)=O)=O)NC([C@H](CC1=CC=CC2=CC=CC=C12)NC(OCCC1=CC=CC=C1)=O)=O)C